NC=1C2=C(N=CN1)N(C(=C2C2=CC=C(C=C2)OC2=NN(C=C2)C)C2=CC=C(C=C2)NC(C(=C)C)=O)C N-(4-(4-amino-7-methyl-5-(4-((1-methyl-1H-pyrazol-3-yl)oxy)phenyl)-7H-pyrrolo[2,3-d]pyrimidin-6-yl)phenyl)methacrylamide